Acetonitrile-d2 Hydrochloride salt Cl.C(C([2H])[2H])#N